C(C(C)C)C=1C=C2C=CC=NC2=CC1 6-Isobutylchinolin